FC1=C(C=CC=C1C(CF)(F)F)[C@@H](C)NC(OC(C)(C)C)=O tert-butyl (R)-(1-(2-fluoro-3-(1,1,2-trifluoroethyl)phenyl)ethyl)carbamate